5-[(1R)-1-(3,5-dimethylpyridazin-4-yl)ethoxy]-3-[6-(8-ethylsulfonyl-2,8-diazaspiro[3.5]nonan-2-yl)-3-pyridyl]-1H-indazole CC=1N=NC=C(C1[C@@H](C)OC=1C=C2C(=NNC2=CC1)C=1C=NC(=CC1)N1CC2(C1)CCCN(C2)S(=O)(=O)CC)C